5-((3-fluoro-4-(4-((1-(5-(6-oxo-1,6-dihydropyridazin-3-yl)-3-(trifluoromethyl)pyridine-2-yl)piperidin-4-yl)methyl)piperazin-1-yl)phenyl)amino)-3-(piperidin-1-yl)-1,2,4-triazine FC=1C=C(C=CC1N1CCN(CC1)CC1CCN(CC1)C1=NC=C(C=C1C(F)(F)F)C1=NNC(C=C1)=O)NC=1N=C(N=NC1)N1CCCCC1